C(C)(C)(C)OC(=O)N([C@H]1CN(CC1)C=1C2=CN(N=C2C(=C(C1)F)C(=O)O)C)C1CC1 4-[(3R)-3-[(tert-butoxycarbonyl)(cyclopropyl)amino]pyrrolidin-1-yl]-6-fluoro-2-methylindazole-7-carboxylic acid